C(=O)(O)CCCC1(C(=[N+](C2=CC=C(C=C12)S(=O)(=O)[O-])CCCS(=O)(=O)[O-])C=CC=CC=C1C=C(OC2=C1C=C1C(=CC(N(C1=C2)CC)(C)C)C)C2=CC=CC=C2)C.[Na+] sodium 3-(3-carboxypropyl)-2-[5-(9-ethyl-6,8,8-trimethyl-2-phenylpyrano[3,2-g]quinolin-4-ylidene)penta-1,3-dienyl]-3-methyl-1-(3-sulphonatopropyl)indol-1-ium-5-sulphonate